CN(C)CC12CCC(CC1)(C2)CC=O 2-(4-((dimethylamino)methyl)bicyclo[2.2.1]heptan-1-yl)acetaldehyde